5-(2-(2-(2-(2-(4-(7-(dimethylamino)imidazo[1,2-a]pyridin-2-yl)phenoxy)ethoxy)ethoxy)ethoxy)ethoxy)-2-(2,6-dioxopiperidin-3-yl)isoindoline-1,3-dione CN(C1=CC=2N(C=C1)C=C(N2)C2=CC=C(OCCOCCOCCOCCOC=1C=C3C(N(C(C3=CC1)=O)C1C(NC(CC1)=O)=O)=O)C=C2)C